methyl 2-{4-[1-(2,2-difluoroethyl)piperidin-4-yl]-2-fluorophenyl}acetate FC(CN1CCC(CC1)C1=CC(=C(C=C1)CC(=O)OC)F)F